O1CCN(CC1)C1=CC=C(C(=N1)NC1=CC=C(CN2CCC(CC2)NC(OCCCC)=O)C=C1)[N+](=O)[O-] Butyl (1-(4-((6-morpholino-3-nitropyridin-2-yl)amino)benzyl)piperidin-4-yl)carbamate